NC1=CC(=C(OC=2C=CC(N(C2)CCO[Si](C)(C)C(C)(C)C)=O)C(=C1)Cl)Cl 5-(4-Amino-2,6-dichlorophenoxy)-1-(2-((tert-butyldimethylsilyl)oxy)ethyl)pyridin-2(1H)-one